N(=[N+]=[N-])C(C(F)(F)F)C=1C=NN(C1)CC=1N=C2N(C=C(C=C2)C2CC2)C1 2-((4-(1-azido-2,2,2-trifluoroethyl)-1H-pyrazol-1-yl)methyl)-6-cyclopropylimidazo[1,2-a]pyridine